C12C(CCCC1)C(=O)OC2=O Cyclohexane-1,2-dicarboxylic anhydride